3,5-difluoro-4-[[5-[5-(2-oxa-6-azaspiro[3.3]hept-6-yl)-3-pyridinyl]-1,2,4-oxadiazol-3-yl]methyl]benzohydroxamic acid FC=1C=C(C(=O)NO)C=C(C1CC1=NOC(=N1)C=1C=NC=C(C1)N1CC2(COC2)C1)F